F[C@@H]1[C@@]2(CC[C@H](C[C@H]1N(C=1N=CC(=NC1)C1=C(C=C(C=C1)N1N=C(N=N1)C)O)C)N2)C 2-(5-(((1S,2S,3R,5R)-2-fluoro-1-methyl-8-azabicyclo[3.2.1]octan-3-yl)(methyl)amino)pyrazin-2-yl)-5-(5-methyl-2H-tetrazol-2-yl)phenol